C(N)(O[C@@H](CN1N=CN=N1)C1=C(C=CC=C1)Cl)=O (R)-1-(2-chlorophenyl)-2-tetrazol-2-ylethyl carbamate